tert-butyl (2R)-2-[[(2S,3R,4R,5S,6S)-6-(furo[3,2-d]pyrimidin-4-ylamino)-4,5-dihydroxy-2-methyl-tetrahydropyran-3-yl]carbamoyl]pyrrolidine-1-carboxylate N1=CN=C(C2=C1C=CO2)N[C@@H]2[C@H]([C@@H]([C@H]([C@@H](O2)C)NC(=O)[C@@H]2N(CCC2)C(=O)OC(C)(C)C)O)O